C(C)C(CC(C(=O)O)CCCCCCCC(=O)O)CCCC.C(CCCCCCCCC(=O)O)(=O)OCC(CCCC)CC 2-ethylhexyl sebacate (2-ethylhexyl sebacate)